2-chloro-N1,5-dimethyl-N1-(6-(trifluoromethyl)pyridin-2-yl)benzene-1,3-diamine ClC1=C(C=C(C=C1N)C)N(C1=NC(=CC=C1)C(F)(F)F)C